ClC1=CC=2N(C(C=C(N2)C(F)(F)F)=O)C=C1 8-chloro-2-(trifluoromethyl)-4H-pyrido[1,2-a]pyrimidin-4-one